bis(3-(triethoxysilyl)propyl)disulfide C(C)O[Si](CCCSSCCC[Si](OCC)(OCC)OCC)(OCC)OCC